azobenzene disodium salt [Na].[Na].N(=NC1=CC=CC=C1)C1=CC=CC=C1